O1CCCC2=CC=C(C=C12)NC(C1=CC(=C(C(=C1)C=O)O)F)=O N-(chroman-7-yl)-3-fluoro-5-formyl-4-hydroxybenzamide